C1(CC1)OC1=NN(C=C1NC=O)C1CCC(CC1)=O N-(3-cyclopropoxy-1-(4-oxocyclohexyl)-1H-pyrazol-4-yl)formamide